(1S,3S)-3-((2-cyclopropyl-6-(5-((((2,2-difluoropropyl)(methyl)aminocarbonyl)oxy)methyl)-1-Methyl-1H-1,2,3-triazol-4-yl)pyridin-3-yl)oxy)cyclohexane-1-carboxylic acid methyl ester COC(=O)[C@@H]1C[C@H](CCC1)OC=1C(=NC(=CC1)C=1N=NN(C1COC(=O)N(C)CC(C)(F)F)C)C1CC1